N,N'-di(2-methylaminoethyl)-piperazine CNCCN1CCN(CC1)CCNC